F/C=C(\CN)/COC1=CC=C(C=C1)S(=O)(=O)COC (E)-3-fluoro-2-((4-((methoxymethyl)sulfonyl)phenoxy)methyl)prop-2-en-1-amine